CC(CCC(C(=O)OO)CCCCC(C)C)(C)C 2-trimethylpropyl-peroxyisononanoic acid